ClC=1C(=NC(=NC1)F)F 5-chloro-2,4-difluoro-pyrimidine